N1=CC=CC2=CC(=CC=C12)N1N=CC2=C(C=CC=C12)CN1CCOCC1 4-((1-(quinolin-6-yl)-1h-indazol-4-yl)methyl)morpholine